F[C@@H]1[C@@H]([C@@H](N(C1)C(=O)[C@@H]1OCCC1)CC=1C(=C(C=CC1)C1=C(C=CC(=C1)F)F)F)NS(=O)(=O)CC N-[(2S,3R,4S)-4-fluoro-1-[(2R)-oxolane-2-carbonyl]-2-[(2,2',5'-trifluoro[1,1'-biphenyl]-3-yl)methyl]pyrrolidin-3-yl]-ethanesulfonamide